5-(8-((2-((N-ethylsulfamoyl)amino)pyridin-4-yl)methyl)-3,8-diazabicyclo[3.2.1]octan-3-yl)-N,6-dimethylpicolinamide C(C)NS(=O)(=O)NC1=NC=CC(=C1)CN1C2CN(CC1CC2)C=2C=CC(=NC2C)C(=O)NC